3-methyl-piperazine-1-carboxylic acid tert-butyl ester C(C)(C)(C)OC(=O)N1CC(NCC1)C